COC1=C(C=C(C=N1)C12CCC(CC1)(CC2)CO)C (4-(6-methoxy-5-methylpyridin-3-yl)bicyclo[2.2.2]octan-1-yl)methanol